fluoro-4-(9-carbazolyl)styrene hydroxyacrylate OC(C(=O)O)=C.FC=CC1=CC=C(C=C1)N1C2=CC=CC=C2C=2C=CC=CC12